NC=1OC2=C(C=NC=C2N2CC(C[C@H]2C)C(=O)N2[C@H](C3=C(C=C(C=C3CC2)Cl)Cl)C)N1 ((5R)-1-(2-aminooxazolo[4,5-c]pyridin-7-yl)-5-methylpyrrolidin-3-yl)((S)-6,8-dichloro-1-methyl-3,4-dihydroisoquinolin-2(1H)-yl)methanone